5-(4-bromo-1-methyl-1H-pyrazol-3-yl)-2-(difluoromethoxy)pyridine BrC=1C(=NN(C1)C)C=1C=CC(=NC1)OC(F)F